1-(2-Bromo-1-chloroethyl)-4-fluorobenzene BrCC(Cl)C1=CC=C(C=C1)F